(2S,5R)-2,5-dimethyl-4-oxo-piperidine-1-carboxylic acid benzyl ester C(C1=CC=CC=C1)OC(=O)N1[C@H](CC([C@@H](C1)C)=O)C